benzo(1,2-d:5,4-d')bis-(1,3)-oxazin-4,6-dione N1=COC(C2=C1C=C1N=COC(C1=C2)=O)=O